(4-(4-((4-(3-((2-((1S)-1-((tetrahydro-2H-pyran-2-yl)oxy)ethyl)-1H-imidazol-1-yl)methyl)isoxazol-5-yl)phenyl)ethynyl)benzyl)-4H-1,2,4-triazol-3-yl)methanol O1C(CCCC1)O[C@@H](C)C=1N(C=CN1)CC1=NOC(=C1)C1=CC=C(C=C1)C#CC1=CC=C(CN2C(=NN=C2)CO)C=C1